4-(5-chloro-2,4-difluorophenyl)-1,3,2-dioxaphosphorinane 2-sulfide ClC=1C(=CC(=C(C1)C1OP(OCC1)=S)F)F